(2-(6-cyclopropyl-2,3-dihydro-4H-benzo[b][1,4]oxazin-4-yl)-1,6-naphthyridin-7-yl)methanamine C1(CC1)C1=CC2=C(OCCN2C2=NC3=CC(=NC=C3C=C2)CN)C=C1